FC(C)(F)C1=NC(=NC=C1)N1CC2(C=3C=NC(=CC31)NC(C)=O)CC2 N-(1'-(4-(1,1-difluoroethyl)pyrimidin-2-yl)-1',2'-dihydrospiro[cyclopropane-1,3'-pyrrolo[3,2-c]pyridin]-6'-yl)acetamide